[Ethylenebisoxybisethylenebisoxybis(4,1-phenylene)]bis[1-(4-hydroxyphenyl)-2-propene-1-one] C(COCCOC1=CC=C(C=C1)C(C(=O)C1=CC=C(C=C1)O)=C)OCCOC1=CC=C(C=C1)C(C(=O)C1=CC=C(C=C1)O)=C